Methyl-2-(2-Amino-9-((2R,3R,5S)-3-hydroxy-5-(hydroxymethyl)tetrahydrofuran-2-yl)-8-oxo-8,9-dihydro-7H-purin-7-yl)acetat COC(CN1C(N(C2=NC(=NC=C12)N)[C@@H]1O[C@@H](C[C@H]1O)CO)=O)=O